2-Chloro-4-((3S)-8-(4-(4-((4-(3-((2,6-dioxopiperidin-3-yl)amino)phenyl)piperidine-1-yl)methyl)piperidine-1-carbonyl)phenyl)-3-methyl-2,8-diazaspiro[4.5]dec-2-yl)benzonitrile ClC1=C(C#N)C=CC(=C1)N1CC2(C[C@@H]1C)CCN(CC2)C2=CC=C(C=C2)C(=O)N2CCC(CC2)CN2CCC(CC2)C2=CC(=CC=C2)NC2C(NC(CC2)=O)=O